N1N=NN=C1C1=CC=C(C=C1)NC(=O)C=1C=CC(=C(C1)NC(=O)C1=NN(C2=CC(=CC=C12)F)C)N1CCCCC1 N-(5-((4-(1H-tetrazol-5-yl)phenyl)carbamoyl)-2-(piperidin-1-yl)phenyl)-6-fluoro-1-methyl-1H-indazole-3-carboxamide